BrC1=C(C=C(C=C1)C1CCNCC1)C(F)(F)F 4-(4-bromo-3-trifluoromethyl-phenyl)-piperidine